1-[2-(1,4-diazepan-1-yl)-5-methoxypyrimidin-4-yl]-N-{imidazo[1,2-a]pyridin-3-ylmethyl}azetidine-3-carboxamide N1(CCNCCC1)C1=NC=C(C(=N1)N1CC(C1)C(=O)NCC1=CN=C2N1C=CC=C2)OC